ethene-1,1,2-tricarbonitrile C(=CC#N)(C#N)C#N